3-isopropyl-2-methyl-5-(2-methylsulfonylpyrimidin-4-yl)indazole C(C)(C)C=1N(N=C2C=CC(=CC12)C1=NC(=NC=C1)S(=O)(=O)C)C